N-(adamantan-2-yl)-4-(4-chlorophenyl)-1H-pyrrole-2-carboxamide C12C(C3CC(CC(C1)C3)C2)NC(=O)C=2NC=C(C2)C2=CC=C(C=C2)Cl